(rac)-1-(4-bromo-1,5-dimethyl-1H-pyrazol-3-yl)-3-{[tert-butyl-(dimethyl)silyl]oxy}propan-1-ol BrC=1C(=NN(C1C)C)[C@@H](CCO[Si](C)(C)C(C)(C)C)O |r|